(S)-N-Boc-2-piperidinecarboxylic acid C(=O)(OC(C)(C)C)N1[C@@H](CCCC1)C(=O)O